phenyl (1-(4-(2,6-dioxopiperidin-3-yl)-3,5-difluorophenyl)-3-methylazetidin-3-yl)carbamate O=C1NC(CCC1C1=C(C=C(C=C1F)N1CC(C1)(C)NC(OC1=CC=CC=C1)=O)F)=O